5-amino-2-[(2,5-dimethyloxazol-4-yl)methyl]-7-(4-fluorophenyl)-8-(4-methyl-1,3-benzoxazol-6-yl)-[1,2,4]triazolo[4,3-c]pyrimidin-3-one NC1=NC(=C(C=2N1C(N(N2)CC=2N=C(OC2C)C)=O)C2=CC1=C(N=CO1)C(=C2)C)C2=CC=C(C=C2)F